(6S)-6-methyl-8,11,14-trioxa-4,5,19,20-tetraazatetracyclo[13.5.2.12,5.018,21]tricosa-1(20),2(23),3,15(22),16,18(21)-hexaene C[C@@H]1N2N=CC(C3=NNC=4C=CC(OCCOCCOC1)=CC34)=C2